ethyl (E)-4-(((2R,3S)-3-((tert-butoxycarbonyl)amino)-2-hydroxy-5-methylhexyl)(((S)-2-oxopyrrolidin-3-yl)methyl)amino)-4-oxobut-2-enoate C(C)(C)(C)OC(=O)N[C@H]([C@@H](CN(C(/C=C/C(=O)OCC)=O)C[C@H]1C(NCC1)=O)O)CC(C)C